CN1C(=C(C2=CC(=CC=C12)C)C1=NC(=NC=C1)Cl)C 1,2,5-trimethyl-3-(2-chloro-4-pyrimidinyl)indole